C(C(=O)O)=CCCCCCCCCCCCCCCC s-octadecenoic acid